N,N-di-n-butyl-ethanolamine C(CCC)N(CCO)CCCC